N-(2-chloro-6-methoxy-7-(3-(pyrrolidin-1-yl)propoxy)quinazolin-4-yl)-5-methyl-1,3,4-thiadiazol-2-amine ClC1=NC2=CC(=C(C=C2C(=N1)NC=1SC(=NN1)C)OC)OCCCN1CCCC1